C(C)(C)C=1C(=C(C(=CC1)N)N)C(C)C (E)-diisopropylbenzene-1,2-diamine